Zirconium-Iron [Fe].[Zr]